chloro-2-methyl-2h-isothiazolin-3-one ClC1C(N(SC1)C)=O